CN(C(CCCCCCCCCCCCCCCCCCC)=O)C N,N-dimethyleicosanamide